2-chloro-5-(2-fluoroethyl)oxazole-4-carboxylic acid ethyl ester C(C)OC(=O)C=1N=C(OC1CCF)Cl